3-(4-(5-Oxohexahydro-1H-pyrrolo[1,2-a][1,4]diazepin-2(3H)-yl)pyrimidin-2-yl)imidazo[1,2-a]pyrazine-6-carboxamide O=C1CCN(CC2N1CCC2)C2=NC(=NC=C2)C2=CN=C1N2C=C(N=C1)C(=O)N